γ-allyl-proline C(C=C)C1C[C@H](NC1)C(=O)O